FC(CN1N=NC2=C1C=C(C=C2)C=2C=CN1N=C(N=C(C12)OC)NC1CCC(CC1)(O)C)(C)F (1s,4s)-4-((5-(1-(2,2-difluoropropyl)-1H-benzo[d][1,2,3]triazol-6-yl)-4-methoxypyrrolo[2,1-f][1,2,4]triazin-2-yl)amino)-1-methylcyclohexan-1-ol